CN(C)C1=NC=NC=N1 (dimethylamino)-1,3,5-triazin